C(C)(C)(C)OC(=O)N1CCC(CC1)COC1=C(C=C(C=C1)C(C)(C)C)S(N)(=O)=O.C(C)OC1=C(OCOCC[Si](C)(C)C)C=CC(=C1)C=C (2-((2-ethoxy-4-vinylphenoxy)methoxy)ethyl)trimethylsilane tert-Butyl-4-[(4-(tert-butyl)-2-sulfamoylphenoxy)methyl]piperidine-1-carboxylate